N-[1-butyl-3-(4-methylphenyl)sulfonylpyrrolo[3,2-b]quinoxalin-2-yl]-4-methoxybenzamide C(CCC)N1C(=C(C2=NC=3C=CC=CC3N=C21)S(=O)(=O)C2=CC=C(C=C2)C)NC(C2=CC=C(C=C2)OC)=O